tert-butyl (3S)-3-(benzyloxycarbonylamino)-5-hydroxy-pentanoate C(C1=CC=CC=C1)OC(=O)N[C@H](CC(=O)OC(C)(C)C)CCO